FC1=CC=C(C=C1)N1N=CC2=C1C=C1CCN(C[C@]1(C2)C(=O)C2=NC=CC=C2)S(=O)(=O)C=2N=NN(C2)C (R)-(1-(4-fluorophenyl)-6-((1-methyl-1H-1,2,3-triazol-4-yl)sulfonyl)-4,4a,5,6,7,8-hexahydro-1H-pyrazolo[3,4-g]isoquinolin-4a-yl)(pyridin-2-yl)methanone